[O+2].[O+2].P(=O)([O-])([O-])[O-].[Fe+2].P(=O)([O-])([O-])[O-] ferrous phosphate dioxygen